8-((5-(4-hydroxypiperidin-1-yl)pyridin-2-yl)amino)-5-(1-methyl-1H-pyrrolo[2,3-b]pyridin-4-yl)-2-((2-(trimethylsilyl)ethoxy)methyl)-2,6-naphthyridin-1(2H)-one OC1CCN(CC1)C=1C=CC(=NC1)NC=1C=NC(=C2C=CN(C(C12)=O)COCC[Si](C)(C)C)C1=C2C(=NC=C1)N(C=C2)C